(4-hydroxy-4-methylpentyl)-3-cyclohexene-1-carboaldehyde OC(CCCC1(CC=CCC1)C=O)(C)C